((R)-5H-imidazo[5,1-a]isoindol-5-yl)(pyridin-4-yl)methanol C=1N=CN2C1C1=CC=CC=C1[C@@H]2C(O)C2=CC=NC=C2